ClC=1C=C(C=CC1)N[C@@H](CC(C)C)C(=O)N1[C@H]2CC([C@@H]([C@H]1C(=O)N[C@H](C[C@@H]1C(NCC1)=O)C#N)CC2)(F)F (1R,3S,4R)-2-((3-chlorophenyl)-L-leucyl)-N-((R)-1-cyano-2-((R)-2-oxopyrrolidin-3-yl)ethyl)-5,5-difluoro-2-azabicyclo[2.2.2]octane-3-carboxamide